FC(C=1N=NC2=CC=C(C=C2C1)C1=CN=C(S1)NC(=O)C1CC(OC(C1)(C)C)(C)C)F N-(5-(3-(difluoromethyl)cinnolin-6-yl)thiazol-2-yl)-2,2,6,6-tetramethyl-tetrahydro-2H-pyran-4-carboxamide